Br[C@H](C)CC |r| rac-2-bromobutane